NC=1N=CN(C1)C1CC2(CC(C2)O)C1 6-(4-amino-1H-imidazol-1-yl)spiro[3.3]heptan-2-ol